Ethyl (2S)-4-(dimethylcarbamoyl)-2-((2S)-4-methyl-2-((((1-phenylhex-5-en-2-yl)oxy)carbonyl)amino)pentanamido)hept-6-enoate CN(C(=O)C(C[C@@H](C(=O)OCC)NC([C@H](CC(C)C)NC(=O)OC(CC1=CC=CC=C1)CCC=C)=O)CC=C)C